CN(C1=NC(=CC=C1NC(=O)C=1C(=NOC1C)C1=CC=CC=C1)N1C=NC=C1)C [2-(dimethylamino)-6-imidazol-1-yl-3-pyridinyl]-5-methyl-3-phenyl-isoxazole-4-carboxamide